C(CCC(=O)O)(=O)O.FC=1C(=C(C=CC1F)C(=O)N1CC(C1)([C@H]1NCCCC1)O)NC1=C(C=C(C=C1)I)F.FC=1C(=C(C=CC1F)C(=O)N1CC(C1)(O)[C@H]1NCCCC1)NC1=C(C=C(C=C1)I)F [3,4-difluoro-2-(2-fluoro-4-iodoanilino)phenyl]-[3-hydroxy-3-[(2S)-piperidin-2-yl]azetidin-1-yl]methanone hemisuccinate